(5-fluoro-2-(3-fluoroazetidin-1-yl)benzyl)-2-(9-(pyridin-2-yl)-6-oxaspiro[4.5]Decane-9-yl)ethylamine FC=1C=CC(=C(CNCCC2(CCOC3(CCCC3)C2)C2=NC=CC=C2)C1)N1CC(C1)F